methyl 6-bromonaphthalene-2-carboxylate BrC=1C=C2C=CC(=CC2=CC1)C(=O)OC